N-(3-(morpholine-4-carbonyl)phenyl)-2-(phenylamino)benzamide N1(CCOCC1)C(=O)C=1C=C(C=CC1)NC(C1=C(C=CC=C1)NC1=CC=CC=C1)=O